BrC1=CC=2C3(C4=CC(=C(C(=C4OC2C(=C1O)Br)Br)O)Br)OC(C1=CC=CC=C13)=O 2',4',5',7'-tetrabromo-3',6'-dihydroxy-3H-spiro[isobenzofuran-1,9'-xanthene]-3-one